Cl.C1(=CC=CC=C1)S(=O)(=O)C=1C=CC(=C(C1)S(=O)(=O)NC1CCNCC1)C(F)(F)F 5-(phenylsulfonyl)-N-piperidin-4-yl-2-(trifluoromethyl)benzenesulfonamide hydrochloride